C1(CCC(=O)OCCCCO1)=O tetramethylene succinate